CNCCC N-methylpropan-1-amine